O1CCN(CC1)[C@@H](C(=O)O)C (R)-2-morpholinopropionic acid